3-(4-chloro-1H-indol-6-yl)-1-{[5-(trifluoromethyl)pyridin-2-yl]methyl}urea ClC1=C2C=CNC2=CC(=C1)NC(NCC1=NC=C(C=C1)C(F)(F)F)=O